benzyl [(8R,9aR)-3-nitro-5-oxo-8,9,9a,10-tetrahydro-5H,7H-pyrido[3,2-f]pyrrolo[2,1-c][1,4]oxazepin-8-yl]carbamate [N+](=O)([O-])C1=CC=2C(N3[C@@H](COC2N=C1)C[C@H](C3)NC(OCC3=CC=CC=C3)=O)=O